3-(3-(Trifluoro-methoxy)phenyl)-4,6-dihydropyrrolo[3,4-c]pyrazole-5(1H)-carbonitrile FC(OC=1C=C(C=CC1)C=1C2=C(NN1)CN(C2)C#N)(F)F